BrC1=C(OCCOC2=C(C=C(C=C2Br)Br)Br)C(=CC(=C1)Br)Br L-1,2-bis(2,4,6-tribromophenoxy)ethane